ClC1=NC(=NC(=C1C=1C=C(C=CC1)C1=CC(=NC(=C1)C#N)C#N)Cl)C1=CC=CC=C1 4-(3-(4,6-dichloro-2-phenylpyrimidin-5-yl)phenyl)pyridine-2,6-dicarbonitrile